OCCOCCC1=CC2=C(N(C(N2C)=O)C2C(NC(CC2)=O)=O)C=C1 3-[5-[2-(2-hydroxyethoxy)eth-yl]-3-methyl-2-oxo-2,3-dihydro-1H-1,3-benzodiazol-1-yl]piperidine-2,6-dione